N1(C=NC=C1)C=1N=C(C2=C(N1)C=NN2)C(=O)NC2CCC(CC2)N2CC(C2)C(F)(F)F 5-(1H-imidazol-1-yl)-N-((1r,4r)-4-(3-(trifluoromethyl)azetidin-1-yl)cyclohexyl)-1H-pyrazolo[4,3-d]pyrimidine-7-carboxamide